N1,N1-dimethyl-6-(3-methylbenzofuran-2-carboxamido)hept-2-enediamide CN(C(C=CCCC(C(=O)N)NC(=O)C=1OC2=C(C1C)C=CC=C2)=O)C